tert-Butyl N-[(2-allyl-6-benzyloxy-benzoyl)amino]carbamate C(C=C)C1=C(C(=O)NNC(OC(C)(C)C)=O)C(=CC=C1)OCC1=CC=CC=C1